benzo[d]Isothiazole-3-sulfonamide S1N=C(C2=C1C=CC=C2)S(=O)(=O)N